4,6-di-O-methyl-2,3,5-tri-O-acetyl-1-cyano-galactose CO[C@H]([C@@H]([C@H](C(=O)C#N)OC(C)=O)OC(C)=O)[C@H](OC(C)=O)COC